N1(C=NC=C1)CC1=CC(=C(C=C1)[C@@H]1[C@H](C1)C(=O)O)Cl (1S,2S)-2-(4-((1H-imidazol-1-yl)methyl)-2-chlorophenyl)cyclopropane-1-carboxylic acid